2-[2-(1,3-dioxolan-2-yl)-3-[(4-methoxyphenyl)methoxy]phenyl]ethyl N-{5-[(1S,3R)-3-[(isopropylcarbamoyl)oxy]cyclopentyl]-1H-pyrazol-3-yl}carbamate C(C)(C)NC(=O)O[C@H]1C[C@H](CC1)C1=CC(=NN1)NC(OCCC1=C(C(=CC=C1)OCC1=CC=C(C=C1)OC)C1OCCO1)=O